7-[(1S,2S)-2-(tert-butoxycarbonylamino)cyclopentyl]-2-chloro-pyrrolo[2,3-d]pyrimidine-6-carboxylic acid C(C)(C)(C)OC(=O)N[C@@H]1[C@H](CCC1)N1C(=CC2=C1N=C(N=C2)Cl)C(=O)O